C(C)(=O)C1=C(C2=C(N=C(N=C2)NC2=NC=C(C=C2)N2CCC(CC2)CCCO)N(C1=O)C1CCCC1)C 6-acetyl-8-cyclopentyl-2-[[5-[4-(3-hydroxypropyl)-1-piperidinyl]-2-pyridinyl]amino]-5-methylpyrido[2,3-d]pyrimidin-7-one